C(#N)C=1C=CC(=C(C1)C1=CN=C(O1)C(=O)OCC)OC ethyl 5-(5-cyano-2-methoxyphenyl)oxazole-2-carboxylate